4-(tert-butyl)-phenol C(C)(C)(C)C1=CC=C(C=C1)O